Cl.N1=C(C=CC=C1)CCNC(=O)[C@@H]1CNCC[C@H]1NC(=O)C1=NOC(=C1)C1=C(C=C(C=C1)F)F (3R,4R)-4-{[5-(2,4-Difluoro-phenyl)-isoxazole-3-carbonyl]-amino}-piperidine-3-carboxylic Acid (2-pyridin-2-yl-ethyl)-amide Hydrochloride